ethyl (2-cyano-2-(2-(3,5-dimethyl-4-((2'-oxospiro[cyclobutane-1,3'-indolin]-5'-yl)methyl)phenyl)hydrazineylidene)acetyl)carbamate C(#N)C(C(=O)NC(OCC)=O)=NNC1=CC(=C(C(=C1)C)CC=1C=C2C3(C(NC2=CC1)=O)CCC3)C